C(#N)C=1C=NC(=NC1)N[C@H]1CN(CC[C@H]1F)C1=NC2=C(N1C)C=CC(=C2)NC(C=C)=O N-(2-((3S,4R)-3-((5-cyanopyrimidin-2-yl)amino)-4-fluoropiperidin-1-yl)-1-methyl-1H-benzo[d]imidazol-5-yl)acrylamide